FC=1C=CC(=C2C=CN=CC12)C 8-fluoro-5-methylisoquinolin